ClC=1C=C(C=NC1N1N=CC=N1)NC(=O)[C@H]1CC(C2=C1C=NC=1N2N=C(C1)C#N)(C)C (S)-N-(5-chloro-6-(2H-1,2,3-triazol-2-yl)pyridin-3-yl)-2-cyano-8,8-dimethyl-7,8-dihydro-6H-cyclopenta[e]pyrazolo[1,5-a]pyrimidine-6-carboxamide